6-(4-(4-((2-(2,4-dioxotetrahydropyrimidin-1(2H)-yl)-1,3-dioxoisoindolin-5-yl)methyl)piperazin-1-yl)-1-oxoisoindolin-2-yl)-2-(5-fluoro-2-hydroxyphenyl)-N-(thiazol-2-yl)acetamide O=C1N(CCC(N1)=O)N1C(C2=CC=C(C=C2C1=O)CN1CCN(CC1)C1=C2CN(C(C2=CC=C1)=O)C1=C(C=CC(=C1CC(=O)NC=1SC=CN1)O)F)=O